1-(4-((4-(trifluoromethyl)piperidin-2-yl)carbamoyl)phenyl)-1H-pyrrole FC(C1CC(NCC1)NC(=O)C1=CC=C(C=C1)N1C=CC=C1)(F)F